COCC(C(=O)OC1C[C@H]2CC[C@@H](C1)N2C)(C2=CC=CC=C2)C (1R,3r,5S)-8-Methyl-8-azabicyclo[3.2.1]octan-3-yl 3-methoxy-2-methyl-2-phenylpropanoate